6-bromo-1-{3-cyclopropyl-5H,6H,7H,8H-imidazo[1,5-a]pyrazin-1-yl}-7-(difluoromethyl)-3,4-dihydro-2H-quinoline BrC=1C=C2CCCN(C2=CC1C(F)F)C=1N=C(N2C1CNCC2)C2CC2